N-(2-((2-(bis(methyl-d3)amino)ethyl)(methyl)amino)-5-((4-(8-fluoro-2-oxo-5,6-dihydro-4H-imidazo[4,5,1-ij]quinolin-1(2H)-yl)pyrimidin-2-yl)amino)-4-methoxyphenyl)acrylamide C([2H])([2H])([2H])N(CCN(C1=C(C=C(C(=C1)OC)NC1=NC=CC(=N1)N1C(N2CCCC3=CC(=CC1=C23)F)=O)NC(C=C)=O)C)C([2H])([2H])[2H]